C(=O)[O-].C(=O)[O-].C(C)[Sn+2]CC diethyltin diformate